(7S)-4,7,8-trimethyl-2-(((1-((1-methyl-5-(trifluoromethyl)-1H-pyrazol-3-yl)methyl)-1H-pyrazol-4-yl)methyl)amino)-7,8-dihydropteridin-6(5H)-one CC1=NC(=NC=2N([C@H](C(NC12)=O)C)C)NCC=1C=NN(C1)CC1=NN(C(=C1)C(F)(F)F)C